C(C(C)C)C=1N(C2=C(C=NC(=C2)C=2OC=NN2)N1)[C@H]1C[C@H](CCC1)NC(OC(C)(C)C)=O tert-butyl ((1S,3R)-3-(2-isobutyl-6-(1,3,4-oxadiazol-2-yl)-1H-imidazo[4,5-c]pyridin-1-yl)cyclohexyl)carbamate